3-(((7-((3-aminobenzyl)(tert-butoxycarbonyl)amino)-3-isopropylpyrazolo[1,5-a]pyrimidin-5-yl)amino)Methyl)-8-azabicyclo[3.2.1]octane-8-carboxylic acid tert-butyl ester C(C)(C)(C)OC(=O)N1C2CC(CC1CC2)CNC2=NC=1N(C(=C2)N(C(=O)OC(C)(C)C)CC2=CC(=CC=C2)N)N=CC1C(C)C